BrC1=CC=C(C=C1)C1=CC(=CC(=C1)C(NCC1=CC=C(C=C1)C)=O)/C=C/C(=O)OC Methyl (E)-3-(4'-bromo-5-((4-methylbenzyl)carbamoyl)-[1,1'-biphenyl]-3-yl)acrylate